BrC[C@H]1[C@@H](CN(CC1)C(=O)OC(C)(C)C)C1=CC=C(C=C1)C(=O)OC(C)(C)C tert-butyl (3R,4R)-4-(bromomethyl)-3-(4-(tert-butoxycarbonyl)phenyl)piperidine-1-carboxylate